6'-(trifluoromethyl)-1'H-spiro[cyclopropane-1,4'-isoquinoline]-1',3'(2'H)-dione FC(C=1C=C2C3(C(NC(C2=CC1)=O)=O)CC3)(F)F